4-CHLORO-3-(TRIFLUOROMETHOXY)PHENYLBORONIC ACID ClC1=C(C=C(C=C1)B(O)O)OC(F)(F)F